C[Si](C)(C(C(C(CCC(F)(F)F)(F)F)(F)F)(F)F)Cl nonafluorohexyldimethylchlorosilane